COC(C1=CN=C(C(=C1)[N+](=O)[O-])NC)=O 6-(methylamino)-5-nitronicotinic acid methyl ester